methyl 4-amino-3-{[(2S)-oxetan-2-ylmethyl]amino}benzoate NC1=C(C=C(C(=O)OC)C=C1)NC[C@H]1OCC1